C1(=CC=CC=C1)P(C1=CC=CC=C1)C[C@@H]1NCCC1 (r)-2-((diphenylphosphino)methyl)pyrrolidine